N-(4-((3-((4,4-difluorobutan-2-yl)amino)-1H-pyrazolo[3,4-b]pyridin-4-yl)oxy)-3-fluorophenyl)-2-(4-fluorophenyl)-6-isopropyl-3-oxo-2,3-dihydropyridazine-4-carboxamide FC(CC(C)NC1=NNC2=NC=CC(=C21)OC2=C(C=C(C=C2)NC(=O)C=2C(N(N=C(C2)C(C)C)C2=CC=C(C=C2)F)=O)F)F